N-methyl-N-(3-methylphenyl)-4-aminoaniline CN(C1=CC=C(C=C1)N)C1=CC(=CC=C1)C